CN1C=C(C2=CC(=CC=C12)N1C(NC2=C(C1=O)C1=C(S2)CCCCC1)=O)CC1CCOCC1 3-(1-methyl-3-((tetrahydro-2H-pyran-4-yl)methyl)-1H-indol-5-yl)-1,5,6,7,8,9-hexahydro-2H-cyclohepta[4,5]thieno[2,3-d]pyrimidine-2,4(3H)-dione